FC=1C=C2C(=CC(=NC2=CC1)C)C=O (6-fluoro-2-methyl-quinolin-4-yl)methanone